N-{(3S,4S)-4-[(2',4'-difluorobiphenyl-4-yl)oxy]tetra-hydrofuran-3-yl}propane-2-sulfonamide FC1=C(C=CC(=C1)F)C1=CC=C(C=C1)O[C@H]1[C@H](COC1)NS(=O)(=O)C(C)C